[4-2H]glucose O=C[C@H](O)[C@@H](O)[C@](O)([C@H](O)CO)[2H]